NC1=C2C(=NC=N1)N(N=C2I)CCCCN(C(OC(C)(C)C)=O)C tert-butyl (4-(4-amino-3-iodo-1H-pyrazolo[3,4-d]pyrimidin-1-yl) butyl)(methyl)carbamate